N(=[N+]=[N-])CCNC(CC1=CC=C(C=C1)N1C(C=CC1=O)=O)=O N-(2-azidoethyl)-2-(4-(2,5-dioxo-2,5-dihydro-1H-pyrrol-1-yl)phenyl)acetamide